methyl 7-methoxy-1-methyl-2-(8-oxa-6,16,22-triazatetracyclo[14.5.2.02,7.019,23]tricosa-1(22),2(7),3,5,17,19(23),20-heptaen-17-yl)benzimidazole-5-carboxylate COC1=CC(=CC2=C1N(C(=N2)C=2N1CCCCCCCOC=3N=CC=CC3C=3C=CC(C2)=C1N3)C)C(=O)OC